FCC(=O)N1CCN(CC1)C1C=2C(NCC1)=C(N(N2)C2=CC=C(C=C2)OC2=CC=CC=C2)C(=O)N 7-[4-(fluoroacetyl)piperazin-1-yl]-2-(4-phenoxyphenyl)-4,5,6,7-tetrahydro-2H-pyrazolo[4,3-b]pyridine-3-carboxamide